C[C@H]1OCCN(C1)C1=CC=CC(=N1)NC(C1=C(C=C(C=C1)NS(=O)(=O)CCC(F)(F)F)N1CCC2(CC2)CC1)=O (R)-N-(6-(2-Methylmorpholino)pyridin-2-yl)-2-(6-azaspiro[2.5]octan-6-yl)-4-((3,3,3-trifluoropropyl)sulfonamido)benzamide